ClC1=C(C=CC=C1Cl)N1CCN(CC1)CCC1CCC(CC1)NC(N(COCCC)C)=O N'-[(1r,4r)-4-{2-[4-(2,3-dichlorophenyl)piperazin-1-yl]ethyl}cyclohexyl]-N-methyl-N-(propoxymethyl)urea